C(C(C)C)C=1C=CC(=C(C1)N1CCN(CC1)C(C)C=1N=NC=CC1)C=1N=NNN1 3-[1-[4-[5-isobutyl-2-(2H-tetrazol-5-yl)phenyl]piperazin-1-yl]ethyl]pyridazine